6-((1H-pyrazol-1-yl)methyl)-5-fluoro-4-methoxybenzo[d]isoxazol-3-amine N1(N=CC=C1)CC1=CC2=C(C(=NO2)N)C(=C1F)OC